CC(C(C(N)(C)C)(N)C)C tetramethyl-1,2-butanediamine